C[Si](OCCOCCO[Si](C)(C)C)(C)C bis[2-(trimethylsiloxy) ethyl] ether